C1(CC1)C1=CC(=C(N1C(C)C)C1=NC=CC=C1OC(F)(F)F)C(=O)O 5-cyclopropyl-1-isopropyl-2-(3-(trifluoromethoxy)pyridin-2-yl)-1H-pyrrole-3-carboxylic acid